tert-Butyl (3R)-3-(3-pyridylamino)pyrrolidine-1-carboxylate N1=CC(=CC=C1)N[C@H]1CN(CC1)C(=O)OC(C)(C)C